methyl 5-amino-2-(1'-(tert-butoxycarbonyl)-[1,4'-bipiperidin]-4-yl)-2H-indazole-6-carboxylate NC1=CC2=CN(N=C2C=C1C(=O)OC)C1CCN(CC1)C1CCN(CC1)C(=O)OC(C)(C)C